rac-N-{(3S,4S)-4-[([1,1'-biphenyl]-3-yl)methyl]-8-methyl-6-oxo-1,3,4,6-tetrahydro-2H-quinolizin-3-yl}methanesulfonamide C1(=CC(=CC=C1)C[C@H]1[C@H](CCC2=CC(=CC(N12)=O)C)NS(=O)(=O)C)C1=CC=CC=C1 |r|